[Cl-].FC(C1=CC=C(N=N1)OC1=CC=C(C=C1)C1CC[NH2+]CC1)(F)F 4-(4-((6-(trifluoromethyl)pyridazin-3-yl)oxy)phenyl)piperidin-1-ium chloride